ClC1=CC=C(C=C1)N(C(N(C)C1=CC=2OC(C(=CC2S1)C(=O)O)=O)=O)C 2-(3-(4-chlorophenyl)-1,3-dimethylureido)-5-oxo-5H-thieno[3,2-b]pyran-6-carboxylic acid